ammonium peroxy disulphate S1(=O)(=O)OOOOS(O1)(=O)=O.[NH4+]